ClC=1C=C2C(=NC1OC)C(=C(N2C)C=2NC(=NN2)NC)N2C=NC=C2 5-(6-chloro-3-(1H-imidazol-1-yl)-5-methoxy-1-methyl-1H-pyrrolo[3,2-b]pyridin-2-yl)-N-methyl-4H-1,2,4-triazol-3-amine